N-((1s,4R)-4-methylcyclohexyl)Pivalamide hydrochloride Cl.CC1CCC(CC1)NC(C(C)(C)C)=O